4-({[4-fluoro-1-(5-methylfuran-3-carbonyl)-3-[3-oxo-1-(pyrrolidine-1-sulfonyl)piperidin-4-yl]-1H-pyrazol-5-yl](methyl)amino}methyl)benzene-1-carboximidamide FC=1C(=NN(C1N(C)CC1=CC=C(C=C1)C(N)=N)C(=O)C1=COC(=C1)C)C1C(CN(CC1)S(=O)(=O)N1CCCC1)=O